[Si](C1=CC=CC=C1)(C1=CC=CC=C1)(C(C)(C)C)OC1CCC(CC1)N1C2=NC(=NC=C2N=C1NCCCl)Cl 9-((1r,4r)-4-((tert-butyldiphenylsilyl)oxy)cyclohexyl)-2-chloro-N-(2-chloroethyl)-9H-purin-8-amine